C1(CCCCC1)[C@H]1OC=2C=C(C=C(C2C[C@H]1O)O)O (2R,3R)-2-cyclohexylchromane-3,5,7-triol